N-(1-Cyanocyclopropyl)-3-[5-(difluoromethyl)-1,3,4-thiadiazol-2-yl]-1-[(2,5-dimethylpyrazol-3-yl)methyl]-2-oxo-benzimidazole-5-sulfonamide C(#N)C1(CC1)NS(=O)(=O)C1=CC2=C(N(C(N2C=2SC(=NN2)C(F)F)=O)CC=2N(N=C(C2)C)C)C=C1